N1(CCCC1)C1CCN(CC1)C1=CC(=C(C=C1)C=1C=CC=2N(N1)C(=CC2Cl)C(=O)N)C 2-{4-[4-(pyrrolidin-1-yl)-piperidin-1-yl]-methylphenyl}-5-chloro-pyrrolo[1,2-b]pyridazine-7-carboxamide